The molecule is an acyl-CoA(4-) resulting from the removal of all four protons from the phosphate and diphosphate groups of (2R)-ibuprofenoyl-CoA; major species at pH 7.3. C[C@H](C1=CC=C(C=C1)CC(C)C)C(=O)SCCNC(=O)CCNC(=O)[C@@H](C(C)(C)COP(=O)([O-])OP(=O)([O-])OC[C@@H]2[C@H]([C@H]([C@@H](O2)N3C=NC4=C(N=CN=C43)N)O)OP(=O)([O-])[O-])O